NC1=NC(=CC2=C1N=C(N=C2)C=2C=C(C=CC2)C#C[C@]2(C(N(CC2)C)=O)O)C (R)-3-((3-(8-amino-6-methylpyrido[3,4-d]pyrimidin-2-yl)phenyl)ethynyl)-3-hydroxy-1-methylpyrrolidin-2-one